(S,E)-N-(4-((1-(tert-butoxy)-1-oxo-3-phenylpropan-2-yl)amino)-4-oxobut-2-en-2-yl)-N,N-dimethyltetradecan-1-aminium chloride [Cl-].C(C)(C)(C)OC([C@H](CC1=CC=CC=C1)NC(/C=C(\C)/[N+](CCCCCCCCCCCCCC)(C)C)=O)=O